tert-butyl {[1-({[4-(3-amino-1H-pyrazol-5-yl)-1,5-naphthyridin-3-yl]oxy}methyl)cyclopropyl]methyl}carbamate NC1=NNC(=C1)C1=C(C=NC2=CC=CN=C12)OCC1(CC1)CNC(OC(C)(C)C)=O